CN(C)C1=C(C[Gd]CC2=C(C=CC=C2)N(C)C)C=CC=C1 (bis(o-N,N-dimethylaminobenzyl))gadolinium